OC(C(=O)C1=CC=CC=C1)C(C=C)C 2-hydroxy-3-methyl-1-phenylpent-4-en-1-one